(1R,3R)-1-(1,1-dimethylethylsulfinylamino)-3-fluoro-8-azaspiro[4.5]decane-8-carboxylic acid tert-butyl ester C(C)(C)(C)OC(=O)N1CCC2(C[C@H](C[C@H]2NS(=O)C(C)(C)C)F)CC1